FC([C@H]1CN(CC1)C1=CC=C(C=C1)C1CN(C1)C(=O)N1C[C@@H]2[C@@H](OCC(N2)=O)CC1)(F)F |o1:2| (4aR,8aS)-6-(3-(4-((R or S)-3-(Trifluoromethyl)pyrrolidin-1-yl)phenyl)azetidine-1-carbonyl)hexahydro-2H-pyrido[4,3-b][1,4]oxazin-3(4H)-one